6-(3-phenylureido)hexyl Methacrylate C(C(=C)C)(=O)OCCCCCCNC(=O)NC1=CC=CC=C1